2,12,12-trimethyl-11,11a,12,12a-tetrahydro-3H-benzo[5,6][1,2]thiazino[2,3-a]indole-9-carboxylate 5,5-dioxide CC=1CC=C2C(C(C3N(C=4C=CC(=CC4C3)C(=O)[O-])S2(=O)=O)(C)C)C1